ClCCCNS(=O)(=O)C1=CC=C(C=C1)B(O)O 4-(N-(3-CHLOROPROPYL)SULFAMOYL)PHENYLBORONIC ACID